3''-chloro-5''-(phenanthren-9-yl)-[1,1':3',1''-terphenyl]-4-carbonitrile ClC=1C=C(C=C(C1)C=1C2=CC=CC=C2C=2C=CC=CC2C1)C=1C=C(C=CC1)C1=CC=C(C=C1)C#N